1,6-Dicyanatoperfluorohexan O(C#N)C(C(C(C(C(C(OC#N)(F)F)(F)F)(F)F)(F)F)(F)F)(F)F